P(=O)(O)(O)O.N1C(CCC1)=O Pyrrolidone phosphate